COC=1[C@H](N=C(CN1)OC)C(C)C (R)-2,5-dihydro-3,6-dimethoxy-2-isopropyl-pyrazine